4-chloro-N-(1-phenylvinyl)benzamide ClC1=CC=C(C(=O)NC(=C)C2=CC=CC=C2)C=C1